CC1=C(C=CC=C1C)C1=NN(C=C1)C1=NC(=NC(=C1)N1CCOCC1)[C@H](CO)OC (R)-2-(4-(3-(2,3-dimethylphenyl)-1H-pyrazol-1-yl)-6-morpholinopyrimidin-2-yl)-2-methoxyethan-1-ol